FC(OC1=NC2=CC(=CC(=C2N=C1)C=1OC=2C(C1)=C(C=CC2)O)C)F 2-(2-(difluoromethoxy)-7-methylquinoxalin-5-yl)benzofuran-4-ol